NC=1C(=NC(=CN1)C1=CC=C(C=C1)C)C(=O)NC1=CC=C(C=C1)S(=O)(=O)CP(OCC)(=O)NCC ethyl P-(4-(3-amino-6-p-tolylpyrazine-2-carboxamido)phenylsulfonyl)methyl-N-ethylphosphonamidate